8-methoxy-4-(8-methyl-2-methylsulfonyl-7-oxo-pyrido[2,3-d]pyrimidin-6-yl)-2,3-dihydroquinoxaline-1-carboxylic acid tert-butyl ester C(C)(C)(C)OC(=O)N1CCN(C2=CC=CC(=C12)OC)C1=CC2=C(N=C(N=C2)S(=O)(=O)C)N(C1=O)C